N-(5-chloro-1H-pyrrolo[3,2-b]pyridin-3-yl)-5-{2-[(dimethylamino)methyl]phenoxy}-1H-benzo[d]imidazole-2-amine formate C(=O)O.ClC1=CC=C2C(=N1)C(=CN2)NC2=NC1=C(N2)C=CC(=C1)OC1=C(C=CC=C1)CN(C)C